C1(CCCC1)OC=1C=C(C=CC1OC)C(CC(=O)N)N1C(C2=CC=CC=C2C1=O)=O 3-(3-(cyclopentyloxy)-4-methoxyphenyl)-3-(1,3-dioxoisoindolin-2-yl)propanamide